C(OCC=1OC(OC1C)=O)(=O)Cl (5-methyl-2-oxo-1,3-dioxol-4-yl)methyl carbonochloridate